C(N)(=O)C1=CC(=C(COC2=NC=CC=C2C2CCN(CC2)CC2=NC3=C(N2CC2=CN=CN2CC)C=C(C=C3)C(=O)O)C=C1)F 2-((4-(2-((4-carbamoyl-2-fluorobenzyl)oxy)pyridin-3-yl)piperidin-1-yl)methyl)-1-((1-ethyl-1H-imidazol-5-yl)methyl)-1H-benzo[d]imidazole-6-carboxylic acid